trans-4-((4-(1-Cyclopropyl-1H-pyrazol-4-yl)pyridin-2-yl)((trans-4-(5-methoxy-6-methylpyridin-2-yl)cyclohexyl) methyl)carbamoyl)cyclohexyl 3-hydroxyazetidine-1-carboxylate OC1CN(C1)C(=O)O[C@@H]1CC[C@H](CC1)C(N(C[C@@H]1CC[C@H](CC1)C1=NC(=C(C=C1)OC)C)C1=NC=CC(=C1)C=1C=NN(C1)C1CC1)=O